OC1(CC2(CCN2C(=O)C=2C=NC=NC2)C1)C 5-(6-hydroxy-6-methyl-1-azaspiro[3.3]heptane-1-carbonyl)pyrimidin